2,2,2-trichloroethyl ((2-(4-isobutylphenyl)propanoyl)oxy)carbamate C(C(C)C)C1=CC=C(C=C1)C(C(=O)ONC(OCC(Cl)(Cl)Cl)=O)C